Br[Si]1(C[SiH](CCC1)CCCC)Br 1,1-dibromo-3-butyl-1,3-disilacyclohexane